C1(CCCC1)C1OC2=C(NC1=O)C=C(C=C2C=2C1=C(C(N(C2)C)=O)NN=C1)OC 2-cyclopentyl-6-methoxy-8-(6-methyl-7-oxo-6,7-dihydro-1H-pyrazolo[3,4-c]pyridin-4-yl)-2H-1,4-benzoxazin-3(4H)-one